4-(2,6-dichloro-4-benzoylphenylthio)phenylbis(4-fluorophenyl)sulfonium hexafluoroantimonate F[Sb-](F)(F)(F)(F)F.ClC1=C(C(=CC(=C1)C(C1=CC=CC=C1)=O)Cl)SC1=CC=C(C=C1)[S+](C1=CC=C(C=C1)F)C1=CC=C(C=C1)F